2,4-diaminophenyl cinnamate C(C=CC1=CC=CC=C1)(=O)OC1=C(C=C(C=C1)N)N